3-(4-fluoro-1H-indazol-5-yl)-6-(4-fluoro-3-isopropoxy-phenyl)-2-trifluoromethyl-imidazo[1,2-a]pyrazine FC1=C2C=NNC2=CC=C1C1=C(N=C2N1C=C(N=C2)C2=CC(=C(C=C2)F)OC(C)C)C(F)(F)F